n-Butyl bromid C(CCC)Br